FC1=CC=C2C(=N1)C(=C(N2)C2=CC(=NC=C2)N)C2=NC=CC(=C2)F 4-[5-fluoro-3-(4-fluoropyridin-2-yl)-1H-pyrrolo[3,2-b]pyridin-2-yl]pyridin-2-amine